CC(C(=O)[O-])CCCC(=O)[O-].CC(C(=O)[O-])CCCC(=O)[O-].C(CCCCCCC)[Sn+4]CCCCCCCC dioctyltin bis(methyladipate)